3-chloro-5-((1-((1-(4-methoxybenzyl)-6-oxo-5-(2,2,2-trifluoro-1-hydroxyethyl)-1,6-dihydropyridazin-3-yl)methyl)-6-oxo-4-(trifluoromethyl)-1,6-dihydropyrimidin-5-yl)oxy)benzonitrile ClC=1C=C(C#N)C=C(C1)OC1=C(N=CN(C1=O)CC1=NN(C(C(=C1)C(C(F)(F)F)O)=O)CC1=CC=C(C=C1)OC)C(F)(F)F